N1=CC(=CC=C1)C=1OC2=NC=C(C=C2N1)O 2-(pyridin-3-yl)-[1,3]oxazolo[5,4-b]pyridin-6-ol